N1=C(C=CC=C1)CC1C[C@H](NC1)C(=O)O γ-(2-pyridinylmethyl)-proline